C(#N)C1C2C3C4C=CC(C3C(C1)C2)C4 8-cyanotetracyclo[4.4.0.12,5.17,10]dodec-3-ene